C(C)N(C(=O)COC(COC1=CC=C(C=C1)CCC(=O)N1CCC2(CN\C(\N2)=N/C(=O)C2=NC(=C(N=C2N)N)Cl)CC1)=O)CC [4-(3-{2-[(E)-3,5-diamino-6-chloro-pyrazine-2-carbonylimino]-1,3,8-triaza-spiro[4.5]decan-8-yl}-3-oxo-propyl)-phenoxy]-acetic acid diethylcarbamoylmethyl ester